4-fluoro-5-methyl-salicylaldehyde FC=1C=C(C(C=O)=CC1C)O